CC=1C=C(C=NC1)NC(C(=O)O)=O 2-[(5-methyl-3-pyridyl)amino]-2-oxo-acetic acid